6-fluoro-3-((8-methoxy-2-(6-methoxypyridin-3-yl)chroman-6-yl)methyl)-3H-imidazo[4,5-b]pyridine FC=1C=C2C(=NC1)N(C=N2)CC=2C=C1CCC(OC1=C(C2)OC)C=2C=NC(=CC2)OC